1-((2S,6R)-4-((S)-6-chloro-7-(3-cyclopropyl-5-methyl-1H-indazol-4-yl)-2-(3-(dimethylamino)azetidin-1-yl)-8-fluoroquinazolin-4-yl)-2,6-dimethylpiperazin-1-yl)prop-2-en-1-one ClC=1C=C2C(=NC(=NC2=C(C1C1=C2C(=NNC2=CC=C1C)C1CC1)F)N1CC(C1)N(C)C)N1C[C@@H](N([C@@H](C1)C)C(C=C)=O)C